Ethyl (3-hydroxy-2-phenylpropyl)carbamate OCC(CNC(OCC)=O)C1=CC=CC=C1